2-((1,2,2,6,6-Pentamethylpiperidin-4-yl)oxy)-7-(1H-pyrazol-4-yl)-5H-isochromeno[3,4-d]thiazole CN1C(CC(CC1(C)C)OC=1SC2=C(N1)OCC=1C=C(C=CC12)C=1C=NNC1)(C)C